N=1N(N=C2N=CC=CC21)CC2=CC=C(C=C2)C2=NOC(=N2)C(F)(F)F 3-[4-(Triazolo[4,5-b]pyridin-2-ylmethyl)phenyl]-5-(trifluoromethyl)-1,2,4-oxadiazol